1-(3,3-difluoro-4-hydroxy-1-azaspiro[4.4]nonan-1-yl)-3-(3-fluorocyclobutyl)propane-1,2-dione FC1(CN(C2(C1O)CCCC2)C(C(CC2CC(C2)F)=O)=O)F